(2-ethyl-4-isopropyl-7-oxothieno[2,3-d]pyridazin-6(7H)-yl)-N-((cis)-3-hydroxy-3-methylcyclobutyl)acetamide C(C)C1=CC2=C(C(N(N=C2C(C)C)CC(=O)NC2CC(C2)(C)O)=O)S1